COC=1C=C(C=NC1OC)C=1C=C2C(=NC=NC2=C(C1)C1=CC=C(C=C1)N1CCCCC1)C 6-(5,6-Dimethoxypyridin-3-yl)-4-methyl-8-(4-(piperidin-1-yl)phenyl)quinazoline